IC1=CC(=NC(=C1)N1CCOCC1)NC1(COCC1)C 4-iodo-N-(3-methyloxolane-3-yl)-6-(morpholin-4-yl)pyridin-2-amine